(S)-5,5-dimethyl-2-(o-phenoxyphenylamino)hexanoic acid CC(CC[C@@H](C(=O)O)NC1=C(C=CC=C1)OC1=CC=CC=C1)(C)C